3-(5-chloro-2-methylphenyl)-3-(4-isopropylpiperazin-1-yl)-N-methylpropanamide ClC=1C=CC(=C(C1)C(CC(=O)NC)N1CCN(CC1)C(C)C)C